N1C(C2(C=3C1=NC=CC3)CC2)=O spiro[cyclopropane-1,3'-[3H]pyrrolo[2,3-b]pyridin]-2'(1'H)-one